CN(CCCCNCC1=CC=C(C=C1)C=1N=C(C2=C(N1)C=C(S2)C2=CC=CC=C2)C2=CC=C(C=C2)CNCCCCN(C)C)C 2,4-Bis{4-[(4-dimethylaminobutyl)aminomethyl]phenyl}-6-phenyl-thieno[3,2-d]pyrimidine